C1(=CC=CC=C1)CCC=1C(=NC=CC1)C1=C(C=CC=C1)F phenylethyl-(fluorophenyl)pyridine